C1=C(C=CC2=CC=CC=C12)C1=CN=CC2=CC=CC=C12 4-(2-naphthyl)-isoquinoline